C(=O)(O)CNC(CN1CCN(CCN(CC1)CC(=O)O)CC(=O)O)CC1=CC=C(C=C1)N=C=S 2,2'-(7-(2-(carboxymethylamino)-2-(4-isothiocyanatobenzyl)ethyl)-1,4,7-triazonane-1,4-diyl)diacetic acid